NC1CCC(CC1)N1N=C(C(=C1OC)C1=CC(=C(C=C1)OC)F)C1=CC(=C(C#N)C=C1)F 4-(1-(4-aminocyclohexyl)-4-(3-fluoro-4-methoxyphenyl)-5-methoxy-1H-pyrazol-3-yl)-2-fluorobenzonitrile